BrC1=CC2=C(C(=NO2)CC(C)C)C=C1F 1-(6-bromo-5-fluoro-1,2-benzooxazol-3-yl)-2-methyl-propan